3-(4-chloro-2-(methylamino)-2,3-dihydro-1H-inden-5-yl)-6-((1-(3-cyclopropyl-3-phenylpropionyl)-4-hydroxypiperidin-4-yl)methyl)isothiazolo[4,3-d]pyrimidin-7(6H)-one ClC1=C2CC(CC2=CC=C1C=1SN=C2C1N=CN(C2=O)CC2(CCN(CC2)C(CC(C2=CC=CC=C2)C2CC2)=O)O)NC